CC(C[Mg]Cl)CCCCCCCCCCCCCCCC 2-methyloctadecyl-magnesium chloride